C(C1=CC=CC=C1)N1CC(CC1)NC1=NC(=NC(=N1)NC1CC(CC1)(F)F)C1=NC(=CC=C1)C(F)(F)F N2-(1-benzylpyrrolidin-3-yl)-N4-(3,3-difluorocyclopentyl)-6-(6-(trifluoromethyl)pyridin-2-yl)-1,3,5-triazine-2,4-diamine